CC1=C(N=NC(=C1SC)CC1=CC2=CC=CC=C2C=C1)CC1=CC2=CC=CC=C2C=C1 4-methyl-5-(methylthio)-3,6-bis(naphthalen-2-ylmethyl)pyridazine